[PH2](=O)O.B.B di(borane) hypophosphite